C1=CC=C(C(=C1)N=NC2=CC=CC=C2O)O Azophenol